ClC1=[N+](C=C(C(=C1)N)C)[O-] 2-chloro-5-methyl-4-amino-pyridin-1-oxide